(M)-6-chloro-7-(2-fluorophenyl)-1-(4-methyl-2-(2-propanyl)-3-pyridinyl)-4-((2S)-4-(2-propenoyl)-2-(trifluoromethyl)-1-piperazinyl)pyrido[2,3-d]pyrimidin-2(1H)-one ClC1=CC2=C(N(C(N=C2N2[C@@H](CN(CC2)C(C=C)=O)C(F)(F)F)=O)C=2C(=NC=CC2C)C(C)C)N=C1C1=C(C=CC=C1)F